2,4,6-tri(4-fluorophenyl)boroxine FC1=CC=C(C=C1)B1OB(OB(O1)C1=CC=C(C=C1)F)C1=CC=C(C=C1)F